C1(CC1)S(=O)(=O)N1N=CC(=C1)C1=NC=CC(=N1)NC1=NC=C(C(=O)NCCCN(C)C)C(=C1)NC(C)C 6-((2-(1-(cyclopropylsulfonyl)-1H-pyrazol-4-yl)pyrimidin-4-yl)amino)-N-(3-(dimethylamino)propyl)-4-(isopropylamino)nicotinamide